N,N'-(2-hydroxybicyclo[2.2.2]octane-1,4-diyl)bis[2-(4-chloro-3-fluorophenoxy)acetamide] OC1C2(CCC(C1)(CC2)NC(COC2=CC(=C(C=C2)Cl)F)=O)NC(COC2=CC(=C(C=C2)Cl)F)=O